C(C)(C)(C)N([Si](C1C(=C(C(=C1C)C)C)C)(C)C)[Ti](C)C (tert-butyl-(dimethyl-(2,3,4,5-tetramethylcyclopenta-2,4-dien-1-yl)silyl)amino)dimethyl-titanium